COC=1C=C(CN(C=2SC=C(N2)C)C)C=CC1 N-(3-methoxybenzyl)-N,4-dimethylthiazol-2-amine